(methylcyclopentadienyl)(fluorenyl)zirconium dichloride [Cl-].[Cl-].CC1(C=CC=C1)[Zr+2]C1=CC=CC=2C3=CC=CC=C3CC12